pyridin-3-yl-pyridazin-3-one N1=CC(=CC=C1)C=1C(NN=CC1)=O